methyl 1-(2,2-dimethylpropanamido)-3,3-difluorocyclobutane-1-carboxylate CC(C(=O)NC1(CC(C1)(F)F)C(=O)OC)(C)C